N-[(1-cyanocyclopropyl)methyl]-6-[5-(3,5-dichlorophenyl)-5-(trifluoromethyl)-4H-isoxazol-3-yl]-4-methyl-pyridine-3-carboxamide C(#N)C1(CC1)CNC(=O)C=1C=NC(=CC1C)C1=NOC(C1)(C(F)(F)F)C1=CC(=CC(=C1)Cl)Cl